1-cyclohexyl-N-(4-(2-(((1r,4r)-4-(dimethyl-amino)cyclohexyl)-amino)-8-isopropyl-7-oxo-7,8-dihydropyrido-[2,3-d]pyrimidin-6-yl)-2-fluorophenyl)-methanesulfonamide C1(CCCCC1)CS(=O)(=O)NC1=C(C=C(C=C1)C1=CC2=C(N=C(N=C2)NC2CCC(CC2)N(C)C)N(C1=O)C(C)C)F